tert-butyl N-(7-chloro-2,6-naphthyridin-3-yl)-N-methylcarbamate ClC1=NC=C2C=C(N=CC2=C1)N(C(OC(C)(C)C)=O)C